O=C([C@H](CC1=CC=CC=C1)NC(C1=CC(=CC=C1)NC(C(C)(C)C)=O)=O)N1CC=CCC1C=1C=NC=CC1 N-((2S)-1-oxo-3-phenyl-1-(6-(pyridin-3-yl)-5,6-dihydropyridin-1(2H)-yl)propan-2-yl)-3-pivalamidobenzamide